1-cyclopropylsulfonylpyrazolo[3,4-b]pyridin-4-amine C1(CC1)S(=O)(=O)N1N=CC2=C1N=CC=C2N